BrC=1C=C(C=CC1)CCO[Si](C)(C)C(C)(C)C (3-bromophenylethoxy)(tert-butyl)dimethylsilane